N-(5-bromo-2-methoxypyridin-3-yl)-5-fluoropyridine-2-Sulfonamide BrC=1C=C(C(=NC1)OC)NS(=O)(=O)C1=NC=C(C=C1)F